OC1C(C(CC(C1)C1=CC=C(C=C1)OC)=O)(C)C (-)-3-Hydroxy-2,2-dimethyl-5-(4-methoxyphenyl)cyclohexan-1-one